3-bromo-N-((5-methylfuran-2-yl)methyl)benzamide BrC=1C=C(C(=O)NCC=2OC(=CC2)C)C=CC1